5-bromo-3-[(1S)-1-(2-chlorophenyl)ethoxy]-2-nitropyridine BrC=1C=C(C(=NC1)[N+](=O)[O-])O[C@@H](C)C1=C(C=CC=C1)Cl